BrOBr.[La] lanthanum bromooxide